5-(5-(3-(1H-imidazol-1-yl)-3-methylbut-1-yn-1-yl)-3,4-dihydroquinolin-1(2H)-yl)-6-fluoro-1-methyl-[1,2,4]triazolo[4,3-a]quinazoline N1(C=NC=C1)C(C#CC1=C2CCCN(C2=CC=C1)C1=NC=2N(C3=CC=CC(=C13)F)C(=NN2)C)(C)C